OCC(=O)N(C1=C(C(=CC=2N(C(=NC21)C)C)C)C=2C=CC=C1C(=CNC21)C(C2=CC(=C(C(=C2)F)F)F)=O)C 2-hydroxy-N-methyl-N-(1,2,6-trimethyl-5-(3-(3,4,5-trifluorobenzoyl)-1H-indol-7-yl)-1H-benzo[d]imidazol-4-yl)acetamide